C(C)C1=C(C=NC=C1)[C@H]1C2=C(NC(=C1C(=O)OC)CF)COC2=O methyl (S)-4-(4-ethylpyridin-3-yl)-2-(fluoromethyl)-5-oxo-1,4,5,7-tetrahydrofuro[3,4-b]pyridine-3-carboxylate